CN(N)C1=CC=C(C=C1)C 1-methyl-1-p-methyl-phenylhydrazine